triazapentadiene CC=NN=N